6-Chloro-3-((1-(3,6-dimethyl-2-(2-methyl-2H-indazol-5-yl)-4-oxo-4H-chromen-8-yl)ethyl)amino)pyridine ClC1=CC=C(C=N1)NC(C)C=1C=C(C=C2C(C(=C(OC12)C1=CC2=CN(N=C2C=C1)C)C)=O)C